2-(4,7-difluoroisoquinolin-1-yl)propan-2-amine hydrochloride Cl.FC1=CN=C(C2=CC(=CC=C12)F)C(C)(C)N